N-{3-[2-(4-chloro-3-fluorophenoxy)acetamido]bicyclo[1.1.1]pentan-1-yl}-5,6,7,8-tetrahydro[1,2,4]triazolo[4,3-a]pyridine-3-carboxamide ClC1=C(C=C(OCC(=O)NC23CC(C2)(C3)NC(=O)C3=NN=C2N3CCCC2)C=C1)F